4-[6-(4-aminopiperidin-1-yl)-3-(6,7-difluoro-1-methylbenzimidazol-5-yl)pyrazin-2-yl]-2-fluorobenzonitrile NC1CCN(CC1)C1=CN=C(C(=N1)C1=CC(=C(C#N)C=C1)F)C1=CC2=C(N(C=N2)C)C(=C1F)F